CC1=CC=C(C=C1)C1CC(=NN1C=1SC=C(N1)C)C1=C(C=CC=C1)OC 2-(5-(4-methylphenyl)-3-(2-methoxyphenyl)-4,5-dihydro-1H-pyrazol-1-yl)-4-methylthiazole